(3-bromothien-2-yl)(4-(2-((2-nitrophenylethyl)amino)phenyl)piperazin-1-yl)methanone BrC1=C(SC=C1)C(=O)N1CCN(CC1)C1=C(C=CC=C1)NCCC1=C(C=CC=C1)[N+](=O)[O-]